trans-4-((3-(1-Cyclopropyl-1H-pyrazol-4-yl)phenyl)((trans-4-(4-methoxy-3-methylphenyl)cyclohexyl)methyl)-carbamoyl)cyclohexyl ethylcarbamate C(C)NC(O[C@@H]1CC[C@H](CC1)C(N(C[C@@H]1CC[C@H](CC1)C1=CC(=C(C=C1)OC)C)C1=CC(=CC=C1)C=1C=NN(C1)C1CC1)=O)=O